NC=1C=C(C=CC1F)N1N=C(C2=CC=CC=C12)NC=1C(=C2C=NN(C2=CC1)C1OCCCC1)Cl 1-(3-amino-4-fluorophenyl)-N-(4-chloro-1-(tetrahydro-2H-pyran-2-yl)-1H-indazol-5-yl)-1H-indazol-3-amine